1,2-dimethylcyclopropane-1,2-diformate CC1(C(C1)(C(=O)[O-])C)C(=O)[O-]